C(CCC)C1C=C(CCO1)C 6-butyl-4-methyl-3,6-dihydro-2H-pyran